C(#N)C1=C(C=C(C=N1)N1C(N(C(C1=O)(C)C)CCC(=O)OCC)=S)SC ethyl 3-[3-(6-cyano-5-methylthiopyridin-3-yl)-5,5-dimethyl-4-oxo-2-thioxo-imidazolidin-1-yl]propanoate